2-[(2R/S)-2,3-Dihydro[1,4]dioxino[2,3-b]pyridin-2-ylmethyl]-8-methyl-N-[(2R/S)-tetrahydrofuran-2-ylmethyl]-4,5-dihydro-2H-furo[2,3-g]indazol-7-carboxamid O1[C@@H](COC2=NC=CC=C21)CN2N=C1C3=C(CCC1=C2)OC(=C3C)C(=O)NC[C@@H]3OCCC3 |r|